BrC1=CC(=C(C=C1)NC(=O)C=1C=CC=C2C1N=C1N2[C@H]2CC[C@@H]1C2)N2CCC(CC2)=C(F)F (1S,4R)-N-(4-bromo-2-(4-(difluoromethylene)piperidin-1-yl)phenyl)-1,2,3,4-tetrahydro-1,4-methylenebenzo[4,5]imidazo[1,2-a]pyridine-6-carboxamide